5-(dimethylsulfamoyl)-2-(oxetan-3-yloxy)-4-(8,8,8-trifluorooctylamino)benzoic acid CN(S(=O)(=O)C=1C(=CC(=C(C(=O)O)C1)OC1COC1)NCCCCCCCC(F)(F)F)C